(3S,5R)-3-((S)-sec-butyl)-5-methyl-4-(1-methyl-1H-pyrazole-4-carbonyl)-1,3,4,5-tetrahydro-2H-benzo[e][1,4]diazepin-2-one [C@H](C)(CC)[C@@H]1N([C@@H](C2=C(NC1=O)C=CC=C2)C)C(=O)C=2C=NN(C2)C